NC1=NC=C(C2=C1C(=C(N2C)C2=C(C=C(C=C2)NC(C(=C)C)=O)Cl)C2=CC(=C(C=C2)OC2=NC(=CC=C2)C)F)C#N N-(4-(4-amino-7-cyano-3-(3-fluoro-4-((6-methylpyridin-2-yl)oxy)phenyl)-1-methyl-1H-pyrrolo[3,2-c]pyridin-2-yl)-3-chlorophenyl)methacrylamide